(6Ar,10aR)-3-(2-hydroxypentyl)-6,6,9-trimethyl-6a,7,8,10a-tetrahydrobenzo[c]chromen-1-ol OC(CC=1C=C(C=2[C@H]3[C@H](C(OC2C1)(C)C)CCC(=C3)C)O)CCC